ClC1=NC=C(C(=C1)C1=C(C=NC(=C1)C)C(=O)NC=1SC2=C(N1)CN(C2)C(=O)C2CC(CC2)O)OC 2'-chloro-N-(5-(3-hydroxycyclopentane-1-carbonyl)-5,6-dihydro-4H-pyrrolo[3,4-d]thiazol-2-yl)-5'-methoxy-6-methyl-[4,4'-bipyridine]-3-carboxamide